ClC1=C2CNCC2=CC(=C1OCCCOC=1C(=C2CNCC2=CC1OC)F)OC 4-chloro-5-(3-((4-fluoro-6-methoxyisoindolin-5-yl)oxy)propoxy)-6-methoxyisoindoline